4-(3-(piperazine-1-yl)propoxy)-2H-benzopyran N1(CCNCC1)CCCOC1=CCOC2=C1C=CC=C2